N-(4-bromo-2,5-dimethylphenyl)-1-(2-hydroxyethyl)-4-methyl-1H-pyrazole-5-carboxamide BrC1=CC(=C(C=C1C)NC(=O)C1=C(C=NN1CCO)C)C